ClC1=C(C=C2C(CNC2=C1)(C)C)F 6-chloro-5-fluoro-3,3-dimethylindoline